2-(2-Methoxy-5-(methyl-(2-methylquinazolin-4-yl)amino)phenyl)-2-PHENYLACETIC ACID COC1=C(C=C(C=C1)N(C1=NC(=NC2=CC=CC=C12)C)C)C(C(=O)O)C1=CC=CC=C1